OP(O)(=O)C1=CC=C(C=C1)C(C)(C)C hydroxy-p-tert-butylphenylphosphinic acid